[Si](C)(C)(C(C)(C)C)O[C@@H]1[C@H](CC[C@@H](C1)OC(C)C)NC(OC(C)(C)C)=O tert-butyl ((1S,2S,4S)-2-((tert-butyldimethylsilyl)oxy)-4-isopropoxycyclohexyl)carbamate